(R)-3-(6-chloro-2-((S)-3,3,3-trifluoro-2-hydroxy-2-methylpropionyl)-1,2,3,4-Tetrahydroisoquinolin-8-yl)morpholine-4-carboxylate ClC=1C=C2CCN(CC2=C(C1)[C@H]1N(CCOC1)C(=O)[O-])C([C@](C(F)(F)F)(C)O)=O